N1(N=CC=C1)C1=CC(=NC=C1)N[C@H]1CC[C@H](CC1)NC(OC(C)(C)C)=O Tert-butyl (cis-4-((4-(1H-pyrazol-1-yl)pyridin-2-yl)amino)cyclohexyl)carbamate